C(C)S(=O)(=O)C=1C=NC(=NC1)N1C[C@H](N(C[C@@H]1C)C(=O)Cl)C (2R,5S)-4-[5-(ethanesulfonyl)pyrimidin-2-yl]-2,5-dimethylpiperazine-1-carbonyl chloride